NC1=NC2=C(C=CC=C2C(=N1)O)OC 2-amino-8-methoxyquinazolin-4-ol